C(C)(C)(C)C=1C=C(C=C(C1OC)C(C)(C)C)N(C1=CC=C(C(=O)O)C=C1)CC 4-[(3,5-di-tert-butyl-4-methoxyphenyl)(ethyl)amino]benzoic Acid